5-bromo-2-(4-{[(3R)-1-(2-hydroxyethyl)piperidin-3-yl]amino}imidazo[1,5-d][1,2,4]triazin-1-yl)phenol BrC=1C=CC(=C(C1)O)C=1C=2N(C(=NN1)N[C@H]1CN(CCC1)CCO)C=NC2